BrC=1C=C2N(C[C@@H](NC2=O)COC)C1 (R)-7-bromo-3-(methoxymethyl)-3,4-dihydropyrrolo[1,2-a]pyrazin-1(2H)-one